CC(C)(C)OC(N(C)C1CN(C2=CC=CC=C2C1)C1=CC(=C(C=C1)Cl)Cl)=O 1,1-dimethylethyl-N-[1-(3,4-dichlorophenyl)-1,2,3,4-tetrahydro-3-quinolinyl]-N-methyl-carbamic acid